methyl-5-phenylpentanal CC(C=O)CCCC1=CC=CC=C1